O[C@H]1CC[C@H](NC1)C(=O)O Cis-5-Hydroxy-L-pipecolic acid